FC1=C(C=C(C=C1)[C@@H]1N(OCC1)C1=CC(=NC=N1)NC=1C(=CC(=C(C1)NC(C=C)=O)N1CCN(CC1)C)OC)C(F)(F)F (R)-N-(5-((6-(3-(4-fluoro-3-(trifluoromethyl)phenyl)isoxazolidin-2-yl)pyrimidin-4-yl)amino)-4-methoxy-2-(4-methylpiperazin-1-yl)phenyl)acrylamide